ClC1=C(C=C(C=C1)NC(=O)[C@@H]1C([C@H]1C1=CC(=CC(=C1)Cl)Cl)(Cl)Cl)NC(C1=NC=CC=C1)=O |r| trans-rac-N-(2-chloro-5-(2,2-dichloro-3-(3,5-dichlorophenyl)cyclopropane-1-carboxamido)phenyl)picolinamide